5-(1,2,3,4-tetrahydroisoquinolin-3-yl)benzo[d]thiazole C1NC(CC2=CC=CC=C12)C=1C=CC2=C(N=CS2)C1